(2-fluoro-4-(pyrrolidin-2-yl)phenyl)-6-methoxy-N-((S)-1-methylpiperidin-3-yl)benzo[d]imidazo[2,1-b]thiazole-7-carboxamide dihydrochloride Cl.Cl.FC1=C(C=CC(=C1)C1NCCC1)C=1N=C2SC3=C(N2C1)C=C(C(=C3)C(=O)N[C@@H]3CN(CCC3)C)OC